BrC=1C=NC=C(C1)S(=O)(=O)CCC 3-bromo-5-(propylsulfonyl)pyridine